Bismuth oxyselenide O=[Se].[Bi]